ClC=1C(=CC(=NC1)OC)C1=CC(=NN1)C(=O)N1CCC(CC1)C(=O)NC1=CN=NC=C1Cl 1-[5-(5-chloro-2-methoxypyridin-4-yl)-1H-pyrazole-3-carbonyl]-N-(5-chloropyridazin-4-yl)piperidine-4-carboxamide